8-(dimethylamino)-2-oxo-1,3-diazaspiro[4.5]decanecarbonitrile CN(C1CCC2(CNC(N2C#N)=O)CC1)C